N1C=C(C2=CC=CC=C12)C=1N=C(SC1)C(CCC(=O)O)=O 4-(4-(1H-indol-3-yl)thiazol-2-yl)-4-oxobutanoic acid